C(C1CO1)OC(CC[Si](OC)(OC)OC)C gamma-glycidoxybutyl-trimethoxysilane